6-chloro-7-isopropoxy-4-methyl-2,4-dihydro-1,4-benzoxazin-3-one ClC=1C(=CC2=C(N(C(CO2)=O)C)C1)OC(C)C